(S)-oxetan-2-ylmethylamine mesylate S(C)(=O)(=O)O.O1[C@@H](CC1)CN